N-(4-(4-((2S,4S)-4-aminopyrrolidine-2-carbonyl)piperazine-1-carbonyl)-3-chlorophenyl)-5-(4-(cyanomethoxy)-2,3-difluorophenyl)-1-methyl-1H-imidazole-2-carboxamide N[C@H]1C[C@H](NC1)C(=O)N1CCN(CC1)C(=O)C1=C(C=C(C=C1)NC(=O)C=1N(C(=CN1)C1=C(C(=C(C=C1)OCC#N)F)F)C)Cl